N1=CC(=CC=C1)C1(CCCC1)\C(\C=N\NC(NC)=S)=N\NC(NC)=S (2Z,2'E)-2,2'-(1-(1-(pyridin-3-yl)cyclopentyl)ethane-1,2-diylidene)bis(N-methylhydrazine-1-carbothioamide)